1-(4-cyclobutyl-3-(3,3-difluorocyclobutyl)-1-methyl-1H-pyrazol-5-yl)-3-(3-(difluoromethyl)bicyclo[1.1.1]pentan-1-yl)urea C1(CCC1)C=1C(=NN(C1NC(=O)NC12CC(C1)(C2)C(F)F)C)C2CC(C2)(F)F